ClC=1C=C2C(=NC(N(C2=CC1C1=C(C=CC=C1O)F)C1=C(C=CC=C1)C(C)C)=O)N1[C@H](CN(CC1)C(C=C)=O)C 6-chloro-7-(2-fluoro-6-hydroxyphenyl)-4-((2S)-2-methyl-4-(2-propenoyl)-1-piperazinyl)-1-(2-(2-propanyl)phenyl)-2(1H)-quinazolinone